(3R,4R)-1-{4-[(2S)-2,3-dihydro-1,4-benzodioxin-2-yl]benzyl}-3-methylpiperidine-4-carboxylic acid O1[C@H](COC2=C1C=CC=C2)C2=CC=C(CN1C[C@@H]([C@@H](CC1)C(=O)O)C)C=C2